5-bromo-1-methyl-3-((5-(morpholin-4-carbonyl)pyridin-2-yl)amino)pyridin-2(1H)-one BrC=1C=C(C(N(C1)C)=O)NC1=NC=C(C=C1)C(=O)N1CCOCC1